2-Imino-7-((4-((2-methoxyphenyl)amino)pyrimidin-2-yl)amino)chroman N=C1OC2=CC(=CC=C2CC1)NC1=NC=CC(=N1)NC1=C(C=CC=C1)OC